N,N-dibenzyl-4-(3-methylazetidin-3-yl)aniline C(C1=CC=CC=C1)N(C1=CC=C(C=C1)C1(CNC1)C)CC1=CC=CC=C1